(S)-2-(4-(2-((5-chlorothiophen-2-yl)methoxy)pyrimidin-4-yl)-2,5-difluorobenzyl)-1-(4,4-dimethyltetrahydrofuran-3-yl)-1H-benzo[d]imidazole-6-carboxylic acid ClC1=CC=C(S1)COC1=NC=CC(=N1)C1=CC(=C(CC2=NC3=C(N2[C@@H]2COCC2(C)C)C=C(C=C3)C(=O)O)C=C1F)F